2-fluoro-1-[3-[4-imidazol-1-yl-1-[4-(trifluoromethoxy)phenyl]pyrazolo[3,4-b]pyridin-3-yl]azetidin-1-yl]prop-2-en-1-one FC(C(=O)N1CC(C1)C1=NN(C2=NC=CC(=C21)N2C=NC=C2)C2=CC=C(C=C2)OC(F)(F)F)=C